1-(3-(benzyloxy)phenyl)propan-1-one C(C1=CC=CC=C1)OC=1C=C(C=CC1)C(CC)=O